4-(β-hydroxyethyl)amino-3-nitro-methylbenzene OCCNC1=C(C=C(C=C1)C)[N+](=O)[O-]